4-(4-Ethyl-piperazin-1-yl)-N-[6-methyl-5-(4-pyridin-3-yl-pyrimidin-2-ylamino)-pyridin-3-yl]-benzamide C(C)N1CCN(CC1)C1=CC=C(C(=O)NC=2C=NC(=C(C2)NC2=NC=CC(=N2)C=2C=NC=CC2)C)C=C1